C(#N)C1=CC=C(C(=O)N2CC(C2)S(=O)(=O)N2C3=C(SCC2)C(=CN=C3)C3=CC=C(C#N)C=C3)C=C1 4-(4-((1-(4-Cyanobenzoyl)azetidin-3-yl)sulfonyl)-3,4-dihydro-2H-pyrido[4,3-b][1,4]thiazin-8-yl)benzonitrile